C(C)(C)(C)OC(=O)N1[C@H]2CC(C[C@@H]1CC2)CN2N=C(C(=C2OCC)C=2C=C1C=NN(C1=CC2)C)C2=CC(=C(C=C2)C#N)F (1R,5S)-3-((3-(4-cyano-3-fluorophenyl)-5-ethoxy-4-(1-methyl-1H-indazol-5-yl)-1H-pyrazol-1-yl)methyl)-8-azabicyclo[3.2.1]octane-8-carboxylic acid tert-butyl ester